(1R,4s)-4-(8-(2-chloro-4,6-difluorophenylamino)-2-((S)-3,3-difluorocyclopentylamino)-9H-purin-9-yl)cyclohexanecarboxamide ClC1=C(C(=CC(=C1)F)F)NC=1N(C2=NC(=NC=C2N1)N[C@H]1CC(CC1)(F)F)C1CCC(CC1)C(=O)N